2-(N-Boc-amino)ethyl isothiocyanate C(=O)(OC(C)(C)C)NCCN=C=S